BrC1=C2CC(N(C(C2=CC(=C1)F)=O)C)=O 5-bromo-7-fluoro-2-methylisoquinoline-1,3(2H,4H)-dione